tert-butyl-dimethyl-[[5-methyl-3-(4,4,5,5-tetramethyl-1,3,2-dioxaborolan-2-yl)-8-oxabicyclo[3.2.1]octa-2,6-dien-1-yl]methoxy]silane C(C)(C)(C)[Si](OCC12C=C(CC(C=C1)(O2)C)B2OC(C(O2)(C)C)(C)C)(C)C